(S)-N-(4-(3-aminopiperidin-1-yl)-5-(3-(dimethylamino)-4-fluorophenyl)pyridin-2-yl)-2-(2-fluoro-6-methoxyphenyl)pyrimidin-4-amine N[C@@H]1CN(CCC1)C1=CC(=NC=C1C1=CC(=C(C=C1)F)N(C)C)NC1=NC(=NC=C1)C1=C(C=CC=C1OC)F